pyrazole-1-carbimidoselenoate N1(N=CC=C1)C(=N)[Se-]